(sec-butyl)-2-chloro-5-((1-methyl-1H-pyrazol-4-yl)ethynyl)pyridin-4-amine C(C)(CC)C=1C(=NC=C(C1N)C#CC=1C=NN(C1)C)Cl